O=C1NC(CCC1N1C(C2=CC=C(C=C2C1)NCCNC(OC(C)(C)C)=O)=O)=O tert-butyl (2-((2-(2,6-dioxopiperidin-3-yl)-1-oxoisoindolin-5-yl)amino)ethyl)carbamate